(3R,5R,8R,9S,10S,13S,14S,17R)-17-((1S,2S)-1-(3-fluorophenyl)-1-hydroxypropan-2-yl)-10,13-dimethyl-3-(trifluoromethyl)hexadecahydro-1H-cyclopenta[a]phenanthren-3-ol FC=1C=C(C=CC1)[C@H]([C@@H](C)[C@H]1CC[C@H]2[C@@H]3CC[C@@H]4C[C@@](CC[C@@]4([C@H]3CC[C@]12C)C)(O)C(F)(F)F)O